5-(2-(methylthio)-6-(1H-pyrazol-1-yl)pyrimidin-4-yl)pyridin-2(1H)-one CSC1=NC(=CC(=N1)C=1C=CC(NC1)=O)N1N=CC=C1